5-(5-methoxypyridin-3-yl)-3-methyl-N-(3-(methylamino)-3-oxopropyl)-N-(1-(pyridin-2-yl)piperidin-4-yl)benzo[b]thiophene-2-carboxamide COC=1C=C(C=NC1)C1=CC2=C(SC(=C2C)C(=O)N(C2CCN(CC2)C2=NC=CC=C2)CCC(=O)NC)C=C1